C(C=C)(=O)N1CC(CC1)C=1C=C(C=C2C=NC=NC12)C1=CC=C(C(=O)NC2=CN=NC=C2)C=C1 4-(8-(1-acryloylpyrrolidin-3-yl)quinazolin-6-yl)-N-(pyridazin-4-yl)benzamide